FC(C1=NN=C(O1)C1=CC(=C(CC2N(CCSC2)C(=O)NC2=CC(=C(C=C2)F)F)C=C1)F)F (4-(5-(difluoromethyl)-1,3,4-oxadiazol-2-yl)-2-fluorobenzyl)-N-(3,4-difluorophenyl)thiomorpholin-4-carboxamide